Copper Phosphorus [P].[Cu]